CN1CC2=NC=C(C=C2C1=O)C1=C(C=C2C(=N1)CCC2)C2=CN=C(O2)CC2(CCCC2)C 6-methyl-3-(3-(2-((1-methylcyclopentyl)methyl)oxazol-5-yl)-6,7-dihydro-5H-cyclopenta[b]pyridin-2-yl)-6,7-dihydro-5H-pyrrolo[3,4-b]pyridin-5-one